4-((2-aminoethoxy)methyl)-1-(4-((3-(4-(difluoromethoxy)phenyl)imidazo[1,2-a]pyrazin-8-yl)amino)phenyl)pyrrolidin-2-one NCCOCC1CC(N(C1)C1=CC=C(C=C1)NC=1C=2N(C=CN1)C(=CN2)C2=CC=C(C=C2)OC(F)F)=O